CN(CCC1OC(OC1)(CCCCCCCC\C=C/C\C=C/CCCCC)CCCCCCCCC\C=C/C\C=C/CCCC)C N,N-dimethyl-2-(2-((10Z,13Z)-octadeca-10,13-dien-1-yl)-2-((9Z,12Z)-octadeca-9,12-dien-1-yl)-1,3-dioxolan-4-yl)ethan-1-amine